(1s,9s)-1-(aminomethyl)-9-ethyl-5-fluoro-9-hydroxy-4-methyl-1,2,3,9,12,15-hexahydro-10h,13h-benzo[de]pyrano[3',4':6,7]indolizino[1,2-b]quinoline-10,13-dione NC[C@H]1CCC=2C=3C1=C1C(=NC3C=C(C2C)F)C2=CC3=C(C(N2C1)=O)COC([C@]3(O)CC)=O